benzyl (E)-3-(4-chloro-1-(pent-4-en-1-yl)-1H-benzo[d][1,2,3]triazol-5-yl)acrylate ClC1=C(C=CC=2N(N=NC21)CCCC=C)/C=C/C(=O)OCC2=CC=CC=C2